ClC1=NSC(=C1Cl)C(=O)NC(C(=O)O)\C=C\C(C)(C)C (E)-2-(3,4-dichloro-5-isothiazolylcarbonylamino)-5,5-dimethyl-3-hexenoic acid